2-(4-(5-Chloro-2-(1H-tetrazol-1-yl)phenyl)-2,5-dioxapiperazin-1-yl)-N-(2-methyl-2H-indazol-6-yl)-3-phenylpropionamide ClC=1C=CC(=C(C1)N1CON(CO1)C(C(=O)NC=1C=CC2=CN(N=C2C1)C)CC1=CC=CC=C1)N1N=NN=C1